6-((S)-2-methyl-pyrrolidine-1-carbonyl)-3,4-dihydro-1H-pyrrolo[2,1-c][1,4]oxazine-8-carboxylic acid [(R)-1-(4-cyano-phenyl)-propyl]-amide C(#N)C1=CC=C(C=C1)[C@@H](CC)NC(=O)C=1C=C(N2C1COCC2)C(=O)N2[C@H](CCC2)C